2-(3-methylbutoxy)acetic acid 2-propen-1-yl ester C(C=C)OC(COCCC(C)C)=O